C(C)(C)NC1=C(C=CC=C1)[C@H]1N(CCC1)C(=O)OC(C)(C)C tert-butyl (2S)-2-[2-(isopropylamino)phenyl]pyrrolidine-1-carboxylate